2-hydroxy-6-methyl-1,4-naphthoquinone OC=1C(C2=CC=C(C=C2C(C1)=O)C)=O